C=1COC=C2SC3=CC=CC=C3SC12 3-oxathianthrene